FC(C1=C(OC(=O)C2=CC=CC=C12)C1=CC(=CC=C1)Br)(F)F 4-trifluoromethyl-3-(3-bromophenyl)-isocoumarin